N7-[(1R)-1-({[tert-Butyl(dimethyl)silyl]oxy}methyl)-3-methylbutyl]-5-{[(1S)-1-phenylethyl]sulfanyl}[1,3]thiazolo[4,5-d]pyrimidine-2,7-diamine [Si](C)(C)(C(C)(C)C)OC[C@@H](CC(C)C)NC=1C2=C(N=C(N1)S[C@@H](C)C1=CC=CC=C1)N=C(S2)N